[NH4+].ClC1=CC(=C(COC2=NN(C=C2)C2CCN(CC2)CC2=NC3=C(N2CC2=CN=CN2C)C=C(C=C3)C(=O)[O-])C=C1)F 2-((4-(3-((4-chloro-2-fluorobenzyl)oxy)-1H-pyrazol-1-yl)piperidin-1-yl)methyl)-1-((1-methyl-1H-imidazol-5-yl)methyl)-1H-benzo[d]imidazole-6-carboxylic acid, ammonium salt